ClC=1C=CC(=C(C1)O)OC1=C(C=C(C=C1)Cl)Cl 5-Chloro-2-(2',4'-dichlorophenoxy)phenol